C(C)(C)(C)OC(=O)NC=1C(=NC(=C(C1)C(F)(F)F)SC)C(=O)O 3-[(tert-butoxycarbonyl)amino]-6-(methylthio)-5-(trifluoromethyl)pyridine-2-carboxylic acid